prop-2-enal C(C=C)=O